tert-butyl N-[2-[2-[2-[2-[2-[2-[2-[2-[2-(3-amino-5-chloro-phenyl)ethoxy]ethoxy]ethoxy]ethoxy]ethoxy]ethoxy]ethoxy]ethoxy]ethyl]-N-methyl-carbamate NC=1C=C(C=C(C1)Cl)CCOCCOCCOCCOCCOCCOCCOCCOCCN(C(OC(C)(C)C)=O)C